methyl 8-bromo-4-hydroxy-isoquinoline-3-carboxylate BrC=1C=CC=C2C(=C(N=CC12)C(=O)OC)O